tertbutyl-chlorodi-phenyl-silane C(C)(C)(C)[Si](C1=CC=CC=C1)(C1=CC=CC=C1)Cl